N-(3-aminopropyl)METHACRYLAMIDE NCCCNC(C(=C)C)=O